1-((6-cyclopropylimidazo[1,2-a]pyridin-2-yl)methyl)-1H-[1,2,3]triazolo[4,5-c]pyridin-6-amine C1(CC1)C=1C=CC=2N(C1)C=C(N2)CN2N=NC=1C=NC(=CC12)N